3-bromo-5-(pentafluoro-λ6-sulfanyl)benzenethiol BrC=1C=C(C=C(C1)S(F)(F)(F)(F)F)S